(R)-4-methoxy-6-(1-(1-(pyrrolidine-3-carbonyl)piperidin-4-yl)-1H-pyrazol-4-yl)pyrazolo[1,5-a]pyridine-3-carbonitrile COC=1C=2N(C=C(C1)C=1C=NN(C1)C1CCN(CC1)C(=O)[C@H]1CNCC1)N=CC2C#N